C1(CC1)N1N=C(C=C1N)C(C)(C)N1N=C(C(=N1)C)C 1-cyclopropyl-3-(2-(4,5-dimethyl-2H-1,2,3-triazol-2-yl)propan-2-yl)-1H-pyrazol-5-amine